2-((1r,4r)-4-(2-(azetidin-3-yl)imidazo[4,5-d]pyrrolo[2,3-b]pyridin-1(6H)-yl)cyclohexyl)acetonitrile N1CC(C1)C1=NC=2C(=C3C(=NC2)NC=C3)N1C1CCC(CC1)CC#N